CC1=CC=C(C=C1)S(=O)[O-].[Na+] sodium p-toluenesulfinic acid salt